FC1=C(C(=CC=C1)F)C1=CC(=CC=C1OC)C=O 2',6'-difluoro-6-methoxy-[1,1'-biphenyl]-3-carbaldehyde